O[C@@H](COC=1C(=C(C(=C(C(=O)N)C1)NC1=C(C=C(C=C1)I)F)F)F)CO [(2R)-2,3-Dihydroxypropoxy]-3,4-difluoro-2-[(2-fluoro-4-iodophenyl)amino]-benzamide